C1=C(C=CC2=CC=CC=C12)C1C(C)O1 trans-1-(2-naphthyl)propylene oxide